C(CC)C(CCC)OC(=O)N1CCC1 N-(1-propylbutoxycarbonyl)azetidine